COCN1N=C(C(=C1)[N+](=O)[O-])[N+](=O)[O-] 1-(methoxymethyl)-3,4-dinitro-1H-pyrazole